C(C1=CC=CC=C1)O[C@@H]1[C@H](N(C[C@@H]([C@H]1OCC1=CC=CC=C1)OCC1=CC=CC=C1)CCC1CCC(CC1)C(F)(F)F)C (2R,3R,4R,5S)-3,4,5-tris(benzyloxy)-2-methyl-1-(2-((1r,4R)-4-(trifluoromethyl)cyclohexyl)ethyl)piperidine